all-trans-ζ-carotene CC(C)=CCC\C(\C)=C\CC\C(\C)=C\C=C\C(\C)=C\C=C\C=C(/C)\C=C\C=C(/C)\CC\C=C(/C)\CCC=C(C)C